(S)-N-((S)-1-(6-chloro-1-methyl-2,7-naphthyridin-4-yl)propyl)-2-methylpropan-2-sulfinamide ClC=1C=C2C(=CN=C(C2=CN1)C)[C@H](CC)N[S@@](=O)C(C)(C)C